C(C)(C)(C)OC(NC=1CCN(C(C1)CNC(=O)C=1NC2=CC(=CC=C2C1)C1=CC=C(C=C1)F)CC1=CC=CC=C1)=O (1-benzyl-6-((6-(4-fluorophenyl)-1H-indole-2-carboxamido)methyl)-1,2,3,6-tetrahydropyridin-4-yl)carbamic acid tert-butyl ester